2,2,2-trifluoro-1-(1,6-diazaspiro[3.3]heptan-1-yl)ethan-1-one FC(C(=O)N1CCC12CNC2)(F)F